FC(COCCN(CC[C@@H](C(=O)O)NC(=O)N1[C@@H](CC[C@H]1C)C)CCCCC1=NC=2NCCCC2C=C1)F (2S)-4-[2-(2,2-difluoroethoxy)ethyl-[4-(5,6,7,8-tetrahydro-1,8-naphthyridin-2-yl)butyl]amino]-2-[[(2R,5R)-2,5-dimethylpyrrolidine-1-carbonyl]amino]butanoic acid